C/C(=C\CC/C=C(/CC/C=C(/CC[C@@H]1OC1(C)C)\C)\C)/CC/C=C(/CC[C@@H]2OC2(C)C)\C diepoxysqualene